(ethyl)sulfonamide C(C)S(=O)(=O)N